C[C@@H]1CN(C[C@@H](O1)C)C(=O)C=1C2=C(N(N1)CC(=O)N1CCC(CC1)C1=CC=C(C=C1)C(C)C)CCC2 2-{3-[(2R,6S)-2,6-dimethylmorpholine-4-carbonyl]-5,6-dihydrocyclopenta[c]pyrazol-1(4H)-yl}-1-{4-[4-(propan-2-yl)phenyl]piperidin-1-yl}ethan-1-one